2-(2,3-bis(9,9-dimethylacridin-10(9H)-yl)phenyl)benzo[d]thiazole CC1(C2=CC=CC=C2N(C=2C=CC=CC12)C1=C(C=CC=C1N1C=2C=CC=CC2C(C2=CC=CC=C12)(C)C)C=1SC2=C(N1)C=CC=C2)C